[C@H]1(CCC2=CC=CC=C12)NCC1=CC=C(S1)C1=C(C(=NC(=C1C(=O)N)CC(C)C)CCC1=CC=C(C=C1)F)C=1OC(=NN1)C 4-(5-{[(R)-1-indanylamino]methyl}-2-thienyl)-6-[2-(p-fluorophenyl)ethyl]-2-isobutyl-5-(5-methyl-1,3,4-oxadiazol-2-yl)nicotinamide